2-Ethynyl-4(3H)-quinazolinone C(#C)C1=NC2=CC=CC=C2C(N1)=O